[(1R,2S,4R)-4-([5-({4-[(R)-(6-Chloropyridin-2-yl)(hydroxy)methyl]-2-thienyl}carbonyl)pyrimidin-4-yl]amino)-2-hydroxycyclopentyl]methylsulfamate ClC1=CC=CC(=N1)[C@@H](C=1C=C(SC1)C(=O)C=1C(=NC=NC1)N[C@H]1C[C@@H]([C@H](C1)CNS([O-])(=O)=O)O)O